5-(5-(cyclobutylethynyl)-3,4-dihydro-1,7-naphthyridin-1(2H)-yl)-6-fluoro-[1,2,4]triazolo[4,3-a]quinazoline C1(CCC1)C#CC1=C2CCCN(C2=CN=C1)C1=NC=2N(C3=CC=CC(=C13)F)C=NN2